C(C)C1=C(C=C2CN(CC2=C1)C)NC1=NC=C(C(=N1)C1=CC(=CS1)C(=O)N)C(F)(F)F 5-(2-((6-Ethyl-2-methylisoindolin-5-yl)amino)-5-(trifluoromethyl)pyrimidin-4-yl)thiophene-3-carboxamide